(E)-3-(3-(3,5-bis-(trifluoromethyl)-phenyl)-1H-1,2,4-triazol-1-yl)-2-(6-fluoropyridin-3-yl)acrylamide FC(C=1C=C(C=C(C1)C(F)(F)F)C1=NN(C=N1)/C=C(/C(=O)N)\C=1C=NC(=CC1)F)(F)F